COC(C1=CC=C(C=C1)CS(=O)(=O)C)=O 4-(methylsulfonylmethyl)benzoic acid methyl ester